CC([C@@H]([C@@H]1C(=C(C(=O)O1)O)[O-])O)(O)C dimethyl-ascorbate